1-(4-((4-((4-bromo-3-chlorophenyl)amino)-7-methoxyquinazolin-6-yl)-oxy)piperidin-1-yl)prop-2-en-1-one BrC1=C(C=C(C=C1)NC1=NC=NC2=CC(=C(C=C12)OC1CCN(CC1)C(C=C)=O)OC)Cl